1-(4-formylphenyl)-1H-pyrazole-4-carboxylic acid methyl ester COC(=O)C=1C=NN(C1)C1=CC=C(C=C1)C=O